C1(CC1)C(=O)N1[C@@H](CN(CC1)C1=NC(=NC(=C1C#N)CC)C=1C=NN(C1)C)C 4-[(3R)-4-(cyclopropylcarbonyl)-3-methylpiperazin-1-yl]-6-ethyl-2-(1-methyl-1H-pyrazol-4-yl)pyrimidine-5-carbonitrile